di-tert-Butyl [4-(7-chlorodibenzo[b,e][1,4]oxazepin-5(11H)-yl)butyl]imidodicarbonate ClC1=CC2=C(OCC3=C(N2CCCCN(C(=O)OC(C)(C)C)C(=O)OC(C)(C)C)C=CC=C3)C=C1